C(C)(C)C1=CC(=CC(=N1)OC(CCCCCCCCCCCCCCCOCCCCCCCCCCCCCCCC(OC1=NC(=CC(=C1)C1=NC=CC=C1)C(C)C)CCCCCCCCCCCCNC1=CC=CC=C1)CCCCCCCCCCCCNC1=CC=CC=C1)C1=NC=CC=C1 ((6'-isopropyl-[2,4'-bipyridyl]-2'-yl) oxy)anilinelauryl-hexadecyl ether